N-(2-hydroxyethyl)-3-[4-(morpholin-4-yl)pyrido[3,2-d]pyrimidin-6-yl]benzene-1-sulfonamide OCCNS(=O)(=O)C1=CC(=CC=C1)C=1C=CC=2N=CN=C(C2N1)N1CCOCC1